OCCCN(C(OC(C)(C)C)=O)C tert-butyl N-(3-hydroxypropyl)-N-methylcarbamate